6-chloro-N-[(3R,6S)-6-[5-[3-cis-(trifluoromethoxy)cyclobutyl]-1,3,4-oxadiazol-2-yl]tetrahydropyran-3-yl]quinoline-2-carboxamide ClC=1C=C2C=CC(=NC2=CC1)C(=O)N[C@H]1CO[C@@H](CC1)C=1OC(=NN1)C1(CCC1)OC(F)(F)F